ClCC(=O)N(C=1SC=C(N1)C1=CC=CC=C1)C1=CC(=CC(=C1)C)C 2-chloro-N-(3,5-dimethylphenyl)-N-(4-phenylthiazol-2-yl)acetamide